7-fluoro-1-methylquinoxaline-2(1H)-one FC1=CC=C2N=CC(N(C2=C1)C)=O